{6-bromo-7-fluoroimidazo[1,2-a]pyridin-2-yl}-1-methylpyrrolidine trifluoroacetate FC(C(=O)O)(F)F.BrC=1C(=CC=2N(C1)C=C(N2)C2N(CCC2)C)F